(S)-N-[cyano-(4-methylpyrazolo[1,5-a]pyridin-3-yl)methyl]-3-[(2S)-3,3-dimethyl-2-[(2,2,2-trifluoroacetyl)amino]butanoyl]-6,6-dimethyl-3-azabicyclo[3.1.0]hexane-2-carboxamide C(#N)C(NC(=O)C1[C@@H]2C(C2CN1C([C@H](C(C)(C)C)NC(C(F)(F)F)=O)=O)(C)C)C=1C=NN2C1C(=CC=C2)C